7-bromo-3-(4-methoxy-3-nitrophenyl)quinazolin-4(3H)-one BrC1=CC=C2C(N(C=NC2=C1)C1=CC(=C(C=C1)OC)[N+](=O)[O-])=O